CC1=C(C=CC=C1)O 2-methyl-phenyl alcohol